2-methyl-5-{5-methyl-4-[({7-methyl-5H,6H,7H,8H-pyrido[3,4-c]pyridazin-3-yl}oxy)methyl]-1,2-oxazol-3-yl}pyridine CC1=NC=C(C=C1)C1=NOC(=C1COC1=CC2=C(N=N1)CN(CC2)C)C